ClC1=CC=C(C=C1)\C=C\C1=CC=C(C=C1)Cl trans-1,2-bis(4-chlorophenyl)ethylene